(R,Z)-N-(4-((4-([1,2,4]triazolo[1,5-a]pyridin-7-yloxy)-5-fluoro-2-methoxyphenyl)amino)-7-methoxyquinazolin-6-yl)-2-fluoro-3-(1-methylpyrrolidin-2-yl)acrylamide N=1C=NN2C1C=C(C=C2)OC2=CC(=C(C=C2F)NC2=NC=NC1=CC(=C(C=C21)NC(/C(=C/[C@@H]2N(CCC2)C)/F)=O)OC)OC